(R)-2-methylcyclopent-2-en-1-yl acetate C(C)(=O)O[C@H]1C(=CCC1)C